4-((4-(2,2-dimethyl-5-(3-(trifluoromethyl)phenoxy)pentanoyl)piperazin-1-yl)sulfonyl)benzoic acid CC(C(=O)N1CCN(CC1)S(=O)(=O)C1=CC=C(C(=O)O)C=C1)(CCCOC1=CC(=CC=C1)C(F)(F)F)C